FC(COC1=NC(=CC2=C(C=C(C=C12)S(=O)(=O)N(COCC[Si](C)(C)C)C1(CC1)C)N1C[C@@H](N[C@H](C1)C)C)C)F 1-(2,2-difluoroethoxy)-5-((3S,5S)-3,5-dimethylpiperazin-1-yl)-3-methyl-N-(1-methylcyclopropyl)-N-((2-(trimethylsilyl)ethoxy)methyl)isoquinoline-7-sulfonamide